6-[(3-iodothiophen-2-yl)methyl]adenosine IC1=C(SC=C1)CC1(C2=NCN([C@H]3[C@H](O)[C@H](O)[C@@H](CO)O3)C2=NC=N1)N